benzyl ((3-(5-((2-amino-3-chloropyridin-4-yl)thio)-1H-imidazo[4,5-b]pyrazin-2-yl)-7-phenyl-3-azabicyclo[4.1.0]heptan-7-yl)methyl)carbamate NC1=NC=CC(=C1Cl)SC=1N=C2C(=NC1)NC(=N2)N2CC1C(C1CC2)(C2=CC=CC=C2)CNC(OCC2=CC=CC=C2)=O